3-Methyl-Isoquinolone CC=1NC(C2=CC=CC=C2C1)=O